C1=C(C=CC2=CC=CC=C12)C=1C2=CC=CC=C2C(=C2C=CC=CC12)C1=CC2=CC=CC=C2C=C1 9,10-di(2-naphthyl)anthracene